bis(pyrrolidinyl)(methyl)(pyrrolidinyl)(isobutyl)aluminum N1(CCCC1)C(C(C)C)([Al](N1CCCC1)C)N1CCCC1